N[C@@H](C(=O)N1CCN(CC1)C1=CC(=CC=C1)OC(F)(F)F)CC (R,S)-2-amino-1-(4-(3-(trifluoromethoxy)phenyl)piperazin-1-yl)butan-1-one